methyl-3-(2-((2-((2-((2-((2-((2-ethylcyclopropyl)methyl)cyclopropyl)methyl)cyclopropyl)methyl)-cyclopropyl)methyl)cyclopropyl)methyl)cyclopropyl)propanoate COC(CCC1C(C1)CC1C(C1)CC1C(C1)CC1C(C1)CC1C(C1)CC1C(C1)CC)=O